(Racemic)-1-(2-Methylazetidin-1-yl)-2-[6-[3-(trifluoromethyl)phenyl]pyrazolo[4,3-b]pyridin-1-yl]ethanone C[C@H]1N(CC1)C(CN1N=CC2=NC=C(C=C21)C2=CC(=CC=C2)C(F)(F)F)=O |r|